C(C1=CC=CC=C1)(=O)N1C=C(C2=CC=CC=C12)CC1=CC=C(C=C1)O 4-((1-benzoyl-1H-indol-3-yl)methyl)phenol